C(=O)C1CCC(CC1)C=1OC2=C(N1)C=C(C(=C2)NC(=O)C2=NC(=CC=C2)C(F)(F)F)OC N-[2-(4-formylcyclohexyl)-5-methoxy-1,3-benzoxazol-6-yl]-6-(trifluoromethyl)pyridine-2-carboxamide